5-(1-benzyl-1H-pyrazol-4-yl)-1-methyl-4-(2,2,2-trifluoro-ethoxy)pyridin-2(1H)-one C(C1=CC=CC=C1)N1N=CC(=C1)C=1C(=CC(N(C1)C)=O)OCC(F)(F)F